C(C(C)C)C=1C=C(C(=NC1)C=1N=NNN1)N1CCN(CC1)CC=1SC(=CN1)C 2-[[4-[5-isobutyl-2-(2H-tetrazol-5-yl)-3-pyridyl]piperazin-1-yl]methyl]-5-methyl-thiazole